2-(4-(Methylcarbamoyl)phenyl)-N-(1-propylpiperidin-4-yl)benzo[d]imidazo[2,1-b]thiazole-7-carboxamide hemiformate C(=O)O.CNC(=O)C1=CC=C(C=C1)C=1N=C2SC3=C(N2C1)C=CC(=C3)C(=O)NC3CCN(CC3)CCC.CNC(=O)C3=CC=C(C=C3)C=3N=C1SC2=C(N1C3)C=CC(=C2)C(=O)NC2CCN(CC2)CCC